3-amino-N-carbamimidoyl-6-(pyrimidin-5-yl)-5-(pyrrolidin-1-yl)pyrazine-2-carboxamide hydrochloride Cl.NC=1C(=NC(=C(N1)N1CCCC1)C=1C=NC=NC1)C(=O)NC(N)=N